FC(C=1C=C(C2=C(C(C=CS2)=O)C1)[N+](=O)[O-])(F)F 6-(trifluoromethyl)-8-nitro-benzothiopyran-4-one